5-methyl-1-(tetrahydro-2H-pyran-2-yl)-6-(2-(5-(trifluoromethyl)pyrimidin-2-yl)-2,8-diazaspiro[4.5]decan-8-yl)-1,5-dihydro-4H-pyrazolo[3,4-d]pyrimidin-4-one CN1C(=NC2=C(C1=O)C=NN2C2OCCCC2)N2CCC1(CCN(C1)C1=NC=C(C=N1)C(F)(F)F)CC2